(2R,3aS,6S,7aS)-tert-butyl 4-(5-fluoropyridinoyl)-3-hydroxyoctahydro-1H-2,6-methanopyrrolo[3,2-b]pyridine-1-carboxylate FC=1C=CC(=NC1)C(=O)N1[C@H]2[C@@H]3C[C@H](C1)C[C@H](C2O)N3C(=O)OC(C)(C)C